CN1N=CC=C1C=1N=C(C2=C(N1)C=NC=C2)NC(C)C2=CC=NC=C2 2-(1-methyl-1H-pyrazol-5-yl)-N-[1-(pyridin-4-yl)ethyl]pyrido[3,4-d]pyrimidin-4-amine